[NH4+].C(CCC)(=O)O Butanoic acid ammonium